4-iodo-1,5-dimethyl-pyridin-2-one IC1=CC(N(C=C1C)C)=O